CC1=C(C(=CC(=C1)C(C)(C)C)C)SSC1=C(C=C(C=C1C)C(C)(C)C)C Bis(2,6-dimethyl-4-tert-butylphenyl) disulfide